C(CCCCC)N(CCOC1=CC=C(C(=O)N)C=C1)CCCCCC 4-(2-(dihexylamino)ethoxy)benzamide